BrC1=CC2=C(SC=C2CC(=O)OCC)C=C1 ethyl 2-(5-bromobenzo[b]thiophen-3-yl)acetate